C1(CC1)C=1C=C(C=CC1OC1=C2C(=NC=C1)NC=C2)N2C(N(CC2=O)C=2C=NC=C(C2)C(F)(F)F)=O 3-[3-Cyclopropyl-4-(1H-pyrrolo[2,3-b]pyridin-4-yloxy)phenyl]-1-[5-(trifluoromethyl)-3-pyridinyl]-2,4-imidazolidinedione